benzyl N-[(1S)-1-carbamoyl-2,2-dimethylpropyl]carbamate C(N)(=O)[C@H](C(C)(C)C)NC(OCC1=CC=CC=C1)=O